FC(C=1C=C2CNC(C2=CC1)COC)F 5-(difluoromethyl)-1-(methoxymethyl)isoindoline